2-[6-(5-chloro-2-{[(1S,3R)-3-hydroxycyclopentyl]amino}pyrimidin-4-yl)-1-oxo-2,3-dihydro-1H-isoindol-2-yl]-N-[(1R)-1-(3-methoxyphenyl)-ethyl]acetamide ClC=1C(=NC(=NC1)N[C@@H]1C[C@@H](CC1)O)C1=CC=C2CN(C(C2=C1)=O)CC(=O)N[C@H](C)C1=CC(=CC=C1)OC